10-(6-chloropyrimidin-4-yl)-5,8-dioxa-10-azadispiro[2.0.44.33]undecane ClC1=CC(=NC=N1)N1CC2(C3(CC3)C1)OCCO2